3-(2-(7,8-Dimethyl-[1,2,4]triazolo[1,5-a]pyridin-6-yl)-3-isopropyl-1H-indol-5-yl)-N,N-dimethylcyclobutan-1-amin CC1=C(C=2N(C=C1C=1NC3=CC=C(C=C3C1C(C)C)C1CC(C1)N(C)C)N=CN2)C